C1(CC1)N1N=C(C=C1)S(=O)(N)=NC(NC1=C2C(=NC3=C1CCC3)[C@@H](CC2)C)=O 1-Cyclopropyl-N'-(((R)-3-methyl-1,2,3,5,6,7-hexahydrodicyclopenta[b,e]pyridin-8-yl)carbamoyl)-1H-pyrazole-3-sulfonimidamide